FC=1C=C(C=C(C1C)F)N(C(C)=O)C1=NC=CC(=C1)[N+](=O)[O-] N-(3,5-difluoro-4-methylphenyl)-N-(4-nitropyridin-2-yl)acetamide